ClC1=C(C2=NC(=NC(C2C(=N1)OCC[C@H]1CN(CCN1)C(=O)OC(C)(C)C)=O)SC)F tert-butyl (3S)-3-(2-((7-chloro-8-fluoro-2-(methylthio)-4-oxo-4,4a-dihydropyrido[4,3-d]pyrimidin-5-yl)oxy)ethyl)piperazine-1-carboxylate